2-fluoro-3-(N-methyl-2,2-difluoro-1,3-benzodioxole-5-carboxamido)benzoic acid FC1=C(C(=O)O)C=CC=C1N(C(=O)C1=CC2=C(OC(O2)(F)F)C=C1)C